C(CCCCCCCCC)OC1=NOC(=C1)C(=O)NO 3-(decyloxy)-N-hydroxyisoxazole-5-carboxamide